[N+](=O)([O-])[O-].[Co+3].[N+](=O)([O-])[O-].[N+](=O)([O-])[O-] Cobalt(III) nitrat